3-(N-cyclohexylamino)propyl-methyl-dimethoxysilane C1(CCCCC1)NCCC[Si](OC)(OC)C